N1C(OCC12CNCCC2)=O 3-oxa-1,7-diazaspiro[4.5]decan-2-one